(R)-5-(4-(2-(3-(Fluoromethyl)azetidin-1-yl)ethoxy)phenyl)-8-(trifluoromethyl)-5H-[1]benzopyrano[4,3-c]quinolin-2-ol FCC1CN(C1)CCOC1=CC=C(C=C1)[C@H]1OC2=C(C=CC(=C2)C(F)(F)F)C=2C=NC=3C=C(C=CC3C21)O